ClC1=CC=C(C=C1)N1N=CC(=C1)C1CCC(CC1)C(=O)NC1=NC2=CC=C(C=C2C=C1)Cl 4-(1-(4-chlorophenyl)-1H-pyrazol-4-yl)-N-(6-chloroquinolin-2-yl)cyclohexanecarboxamide